3-amino-4-(6,7-difluoro-1H-indazol-4-yl)-6-methoxy-1H-1,7-phenanthrolin-2-one NC=1C(NC2=C3C=CC=NC3=C(C=C2C1C1=C2C=NNC2=C(C(=C1)F)F)OC)=O